CNCC=1C=CC(=C(C1)NS(=O)(=O)C1=CC=CC=C1)C=1OC(=CC1)C N-(5-((methylamino)methyl)-2-(5-methylfuran-2-yl)phenyl)benzenesulfonamide